isopropyl (2S)-2-(3-(1H-indol-3-yl)-2-(2-(2-oxopyrrolidin-1-yl)acetoxy)propanamido)-6-diazo-5-oxohexanoate N1C=C(C2=CC=CC=C12)CC(C(=O)N[C@H](C(=O)OC(C)C)CCC(C=[N+]=[N-])=O)OC(CN1C(CCC1)=O)=O